8-bromo-7-methyl-3-(3,3,3-trifluoro-2-(hydroxymethyl)propyl)-3,7-dihydro-1H-purine-2,6-dione BrC1=NC=2N(C(NC(C2N1C)=O)=O)CC(C(F)(F)F)CO